C1(CCCC1)OC1=CC=C(N=N1)NC([C@H](C)N1C[C@@H](C(CC1)(F)F)C1=CNC(C=C1)=O)=O (S)-N-(6-(cyclopentyloxy)pyridazin-3-yl)-2-((S)-4,4-difluoro-3-(6-oxo-1,6-dihydropyridin-3-yl)piperidin-1-yl)propanamide